2-[(2-cyclopropyl-5-methylphenyl)amino]-6-(oxetan-3-yl)-5H-pyrrolo[3,4-b]pyridin-7-one C1(CC1)C1=C(C=C(C=C1)C)NC1=CC=C2C(=N1)C(N(C2)C2COC2)=O